4,4'-(1,5-dimethylhexylidene)diphenol CC(CCCC(C)C)(C1=CC=C(C=C1)O)C1=CC=C(C=C1)O